5-[4'-{[(2S)-1-aminopropane-2-yl]oxy}-6-(trifluoromethyl)[1,1'-biphenyl]-3-yl]-1,3,4-oxadiazol-2(3H)-one NC[C@H](C)OC1=CC=C(C=C1)C1=CC(=CC=C1C(F)(F)F)C1=NNC(O1)=O